COC1=C(C=CC(=C1)N1CCN(CC1)C)NC=1N=CC2=C(N1)N(C=C2)CC2OCCC2 N-(2-Methoxy-4-(4-methylpiperazin-1-yl)phenyl)-7-((tetrahydrofuran-2-yl)methyl)-7H-pyrrolo[2,3-d]pyrimidin-2-amine